C(C)(C)(C)[C@H]1N=CC=2N(N=C3C(=CC=CC23)OCCCOC)C1 (R)-3-(tert-butyl)-7-(3-methoxypropoxy)-3,4-dihydropyrazino[1,2-b]indazole